C(C)(C)(C)OC(NC[C@]1([C@H](C=CC1)O)CC=C)=O (((1s,2s)-1-allyl-2-hydroxycyclopent-3-en-1-yl)methyl)carbamic acid tert-butyl ester